[Cl-].[Cl-].C(CCC)[C-]1C=CC=C1.[C-]1(C=CC=C1)CCCC.[Zr+2] dibutyl-zirconocene dichloride